C(C)(C)(C)OC monomethyl tertiary butyl ether